Br.S1C(NC=C1)=N 2,3-dihydro-1,3-thiazol-2-imine hydrobromide